benzyl (2R,5R)-2-(hydroxymethyl)-5-methylpiperazine-1-carboxylate hydrochloride Cl.OC[C@@H]1N(C[C@H](NC1)C)C(=O)OCC1=CC=CC=C1